[N+](=O)([O-])[O-].[Pt+2].C1=CC=CC2=NC=C3C=CC=CC3=C12.[N+](=O)([O-])[O-] (phenanthridine) platinum nitrate